N-acryloyloxybutyl-N,N-dimethyl-ammonium C(C=C)(=O)OCCCC[NH+](C)C